(R)-3-((4-(3-aminopiperidin-1-yl)-3-(but-2-yn-1-yl)-2,6-dioxapyrimidin-1(2H)-yl)methyl)-N-(pyridin-3-ylmethyl)benzamide N[C@H]1CN(CCC1)C=1N(ON(OC1)CC=1C=C(C(=O)NCC=2C=NC=CC2)C=CC1)CC#CC